4-(2,6-dimethyl-6,7-dihydropyrazolo[1,5-a]pyrimidin-4(5H)-yl)-N-(5'-fluoro[2,3'-bipyridin]-5-yl)-4-oxobutanamide CC1=NN2C(N(CC(C2)C)C(CCC(=O)NC=2C=CC(=NC2)C=2C=NC=C(C2)F)=O)=C1